FC(S(=O)(=O)ON1C(C(=C(C1=O)C1=CC=CC=C1)C1=CC=CC=C1)=O)(F)F N-(trifluoromethylsulfonyloxy)diphenyl-maleimide